C[C@@]1(CN(CC1)CC1=CC(=NC=C1)C(=O)NC1=CC=C(C=C1)C1=CC2=C(N=CN=C2N2CCOCC2)N1)NS(=O)(=O)C=C (R)-4-((3-methyl-3-(vinylsulfonamido)pyrrolidin-1-yl)methyl)-N-(4-(4-morpholino-7H-pyrrolo[2,3-d]pyrimidin-6-yl)phenyl)picolinamide